ethyl 4-bromo-3-(6-carbamoyl-7-methoxy-1H-benzo[d]imidazol-2-yl)-7-fluoro-benzo[b]thiophene-2-carboxylate BrC1=CC=C(C=2SC(=C(C21)C2=NC1=C(N2)C(=C(C=C1)C(N)=O)OC)C(=O)OCC)F